2-(methylsulfinyl)-pyrimidine CS(=O)C1=NC=CC=N1